FC1=CC(=CC=2C=COC21)C=2C(=NC(=CN2)COCC(F)(F)F)N2CCC(CC2)C2=NOC(N2)=O 3-(1-(3-(7-fluorobenzofuran-5-yl)-6-((2,2,2-trifluoroethoxy)methyl)pyrazin-2-yl)piperidin-4-yl)-1,2,4-oxadiazol-5(4H)-one